BrC1=NN2C(N=CC=C2N2CC3CCC(C2)N3C(=O)[C@H]3[C@@H](C3)F)=C1 (3-(2-bromopyrazolo[1,5-a]pyrimidin-7-yl)-3,8-diazabicyclo[3.2.1]oct-8-yl)((1S,2R)-2-fluorocyclopropyl)methanone